COC1=CC=C(C=C1)N(N=O)C N-(4-methoxyphenyl)-N-methylnitrosamide